C(C)(C)(C)OC(=O)N(CCOCC(=O)O)C 2-(2-((tert-butoxycarbonyl)(methyl)amino)ethoxy)acetic acid